(E)-3-(ethyl-(methyl)amino)-N-((1,2,3,5,6,7-hexahydro-s-indacen-4-yl)carbamoyl)-3-methylbut-1-ene-1-sulfonamide C(C)N(C(/C=C/S(=O)(=O)NC(NC1=C2CCCC2=CC=2CCCC12)=O)(C)C)C